6-fluoro-2-(4-fluorophenyl)-[1,2,4]triazolo[1,5-a]pyridine FC=1C=CC=2N(C1)N=C(N2)C2=CC=C(C=C2)F